NCC1=CC=C(O1)C(=O)[O-] 5-(aminomethyl)furan-2-carboxylate